N-(3,4-difluorophenyl)-6-(2-tetrahydropyran-4-ylethynyl)-1H-indazol-5-amine FC=1C=C(C=CC1F)NC=1C=C2C=NNC2=CC1C#CC1CCOCC1